FC=1C=C(C(=O)NC2=NN(C(=C2)CC(=O)NCC2=CC=C(C=C2)OC)CC(=O)OC)C=C(C1)C(F)(F)F methyl 2-(3-(3-fluoro-5-(trifluoromethyl)benzamido)-5-(2-((4-methoxybenzyl)amino)-2-oxoethyl)-1H-pyrazol-1-yl)acetate